C(#N)C=1C=C(C=CC1)C1=NN2C(N=C(C=C2)C(=O)OCC)=C1C1=C(C(=NC(=C1)C)C)F Ethyl 2-(3-cyanophenyl)-3-(3-fluoro-2,6-dimethyl-4-pyridyl)pyrazolo[1,5-a]pyrimidine-5-carboxylate